CC(C(=O)NC1=NC=C(C=C1)C1=NC(=CN=C1)C)CC(=O)N1C=2N(CCC1)N=C(C2)C 2-methyl-4-(2-methyl-6,7-dihydropyrazolo[1,5-a]pyrimidin-4(5H)-yl)-N-(5-(6-methylpyrazin-2-yl)pyridin-2-yl)-4-oxobutanamide